NC=1NC(C=2N(C(N(C2N1)[C@@H]1O[C@@H]([C@H]([C@H]1O)F)CO)=O)CC1=CC(=NO1)O)=O 2-amino-9-((2R,3S,4S,5R)-4-fluoro-3-hydroxy-5-(hydroxymethyl)tetrahydrofuran-2-yl)-7-((3-hydroxyisoxazol-5-yl)methyl)-7,9-dihydro-1H-purine-6,8-dione